C(C)(C)(C)OC(C1=C(C=C(C=C1)N1CCNCC1)OC=1C=C2C(=NC1)NC=C2)=O 2-(1H-pyrrolo[2,3-b]pyridin-5-yloxy)-4-(piperazin-1-yl)benzoic acid tert-butyl ester